2'-chloro-2-(3-methylisoxazol-5-yl)-1-(2,2,2-trifluoroacetyl)spiro[piperidine-4,7'-thieno[2,3-c]pyran]-4'(5'H)-one ClC1=CC2=C(C3(OCC2=O)CC(N(CC3)C(C(F)(F)F)=O)C3=CC(=NO3)C)S1